ClC1=C(C=CC(=C1)C1=C2C(=NO1)C=CC(=C2)/C=C/C(=O)NO)C2=CC=CC=C2 (E)-3-(3-(2-chloro-[1,1'-biphenyl]-4-yl)benzo[c]isoxazol-5-yl)-N-hydroxyacrylamide